7-((4-(2-methyl-6-(methylcarbamoyl)pyridin-3-yl)piperazin-1-yl)methyl)-[1,2,4]triazolo[1,5-a]quinoxalin-4(5H)-one CC1=NC(=CC=C1N1CCN(CC1)CC=1C=C2NC(C=3N(C2=CC1)N=CN3)=O)C(NC)=O